Cl.C(C1=CC=CC=C1)N1C(=NC2=NC=CC=C21)N 1-benzylimidazo[4,5-b]pyridin-2-amine hydrochloride